methyl pyrazolo[1,5-a]pyridine-6-carboxylate N1=CC=C2N1C=C(C=C2)C(=O)OC